2-(4-(3-(1-(5-ethylpyrimidin-2-yl)piperidin-4-yl)propoxy)-2,6-difluorophenyl)-5,5-dimethyl-4,5-dihydrooxazole C(C)C=1C=NC(=NC1)N1CCC(CC1)CCCOC1=CC(=C(C(=C1)F)C=1OC(CN1)(C)C)F